COC=1C=C2C(=NC(=NC2=C2C1OCCO2)C)N 6-methoxy-2-methyl-8,9-dihydro-[1,4]dioxino[2,3-h]quinazolin-4-amine